(R)-7-methyl-7,8-dihydro-6H-isothiazolo[5,4-d]pyrrolo[2,3-b]pyridin-3-amine C[C@@H]1CC=2C(=NC=C3C2SN=C3N)N1